2-trans-N1-(5-(3-chloroimidazo[1,2-a]pyrimidin-6-yl)pyrrolo[2,1-f][1,2,4]triazin-2-yl)cyclobutane-1,3-diamine ClC1=CN=C2N1C=C(C=N2)C=2C=CN1N=C(N=CC12)NC1CC(C1)N